α,α'-bis[4-(4-nitro-2-trifluoromethyl-phenoxy)phenyl]-1,3-diisopropylbenzene [N+](=O)([O-])C1=CC(=C(OC2=CC=C(C=C2)C(C)(C)C2=CC(=CC=C2)C(C)(C)C2=CC=C(C=C2)OC2=C(C=C(C=C2)[N+](=O)[O-])C(F)(F)F)C=C1)C(F)(F)F